2-(PIPERIDINO)PHENYLBORONIC ACID HCL Cl.N1(CCCCC1)C1=C(C=CC=C1)B(O)O